3,4-dimethyl-N-(2-oxaspiro[3.3]heptan-6-yl)pyrimido[4',5':4,5]furo[2,3-c]pyridazin-8-amine CC1=C(C2=C(N=N1)OC1=C2N=CN=C1NC1CC2(COC2)C1)C